Linalyl Propionate (3,7-dimethylocta-1,6-dien-3-yl propanoate) CC(C=C)(CCC=C(C)C)C(C(=O)O)C.C(CC)(=O)OC(C)(C=C)CCC=C(C)C